3,3,3-trifluoro-2-hydroxy-2-o-tolylpropanoic acid FC(C(C(=O)O)(C1=C(C=CC=C1)C)O)(F)F